N-[2-(indol-3-yl)ethyl]-S-[(pyrid-4-yl)methyl]-dithiocarbamate N1C=C(C2=CC=CC=C12)CCNC([SH-]CC1=CC=NC=C1)=S